CC1=C(C(=CC=C1)C)N1CCN(CC1)C(CC1=C(NC2=CC=C(C=C12)F)C(=O)O)=O 3-(2-(4-(2,6-dimethylphenyl)piperazin-1-yl)-2-oxoethyl)-5-fluoro-1H-indole-2-carboxylic acid